ClC=1C(=C(C=CC1)C)NC1=NC=CC=C1NS(=O)(=O)C N-(2-((3-chloro-2-tolyl)amino)pyridin-3-yl)methanesulfonamide